C(C)(C)(C)OC(=O)N1CCN(CC1)C1=CC=CC=2N(CCOC21)C(=O)OCC2=CC=CC=C2 benzyl 8-(4-tert-butoxycarbonylpiperazin-1-yl)-2,3-dihydro-1,4-benzoxazine-4-carboxylate